pentaerythritol tetra(ethylacetate) C(C)CC(=O)OCC(COC(CCC)=O)(COC(CCC)=O)COC(CCC)=O